1,1,1,2,2,3,3,4,4,5,5,6,6,7,7,8,8-heptadecafluorotetracosane FC(C(C(C(C(C(C(C(CCCCCCCCCCCCCCCC)(F)F)(F)F)(F)F)(F)F)(F)F)(F)F)(F)F)(F)F